5-bromovalerylchloride BrCCCCC(=O)Cl